2-benzyl-5-(2-((4-(6-(3-methoxyphenyl)imidazo[2,1-b]oxazol-5-yl)pyrimidin-2-yl)amino)ethyl)-1,2,5-thiadiazolidine 1,1-dioxide C(C1=CC=CC=C1)N1S(N(CC1)CCNC1=NC=CC(=N1)C1=C(N=C2OC=CN21)C2=CC(=CC=C2)OC)(=O)=O